FC(OC1=CC=CC=2C(N([C@H]3C=4N([C@@H](C21)C3)C3=C(N4)C=CC(=C3)C#CCCNC)C([2H])([2H])[2H])=O)F (7R,14R)-1-(difluoromethoxy)-6-(methyl-d3)-11-(4-(methylamino)but-1-yn-1-yl)-6,7-dihydro-7,14-methanobenzo[f]benzo[4,5]imidazo[1,2-a][1,4]diazocin-5(14H)-one